NC1=CC=C(C(=C1P(C)(C)=O)Cl)SC1=NC=C(N=C1N)N1CCC2(CC1)[C@@H](C1=CC=CC=C1C2)N (S)-(6-amino-3-((3-amino-5-(1-amino-1,3-dihydrospiro[indene-2,4'-piperidin]-1'-yl)pyrazin-2-yl)thio)-2-chlorophenyl)dimethylphosphine oxide